dimethylbenzimidazole-13C7 C[13C]1=[13CH][13CH]=[13CH][13C]=2N=[13C](N[13C]21)C